butyl 3-methoxy-3-methylbutylacetate COC(CCCC(=O)OCCCC)(C)C